C(C1CO1)[C@](C(CO)=O)(O)[C@H](O)[C@H](O)C(O)CC1CO1 3,6-diglycidyl-fructose